3-(4-tert-Butylcyclohexyl)aminopropan C(C)(C)(C)C1CCC(CC1)NCCC